C(C)(C)(C)N1N=C(C(=C1NC1=NC=CC=C1)C#N)C1=CC=C(C=C1)[N+](=O)[O-] 1-(tert-butyl)-3-(4-nitrophenyl)-5-(pyridin-2-ylamino)-1H-pyrazole-4-carbonitrile